tert-butyl 4-(7-fluoro-2-((6-(trifluoromethyl)benzo[d]thiazol-2-yl)amino)benzo[d]oxazol-5-yl)piperidine-1-carboxylate FC1=CC(=CC=2N=C(OC21)NC=2SC1=C(N2)C=CC(=C1)C(F)(F)F)C1CCN(CC1)C(=O)OC(C)(C)C